tert-butyl N-[(3S)-1-(6-chloropyridazin-3-yl)-3-piperidyl]-N-ethyl-carbamate ClC1=CC=C(N=N1)N1C[C@H](CCC1)N(C(OC(C)(C)C)=O)CC